CN(S(=O)(=O)C1=CC(=C(C=C1)Cl)COC1(CC1)C=1C=NC=CC1C1=C(C=CC=C1)OC1CC1)CCCCNC(=O)N[C@@H](CO)[C@H]([C@@H]([C@@H](CO)O)O)O 1-{4-[N-methyl-4-chloro-3-({1-[4-(2-cyclopropoxyphenyl)pyridin-3-yl]cyclopropoxy}methyl)-benzenesulfonamido]butyl}-3-[(2S,3R,4S,5R)-1,3,4,5,6-pentahydroxyhexan-2-yl]urea